6-methyl-4-[(1-methylcyclopropyl)amino]-N-(5-methylpyridin-2-yl)furo[2,3-d]pyrimidine-5-carboxamide CC1=C(C2=C(N=CN=C2NC2(CC2)C)O1)C(=O)NC1=NC=C(C=C1)C